C(CCC)(=O)N1C=CC2=CC=CC=C12 butyryl-1H-indole